benzyl(methyl)cyanamide C(C1=CC=CC=C1)N(C#N)C